((2R,3R)-4,4-difluoro-1-(1-(4-fluorophenyl)-1H-indazol-5-yl)-5-oxo-2-phenylpyrrolidin-3-yl)cyclopropanecarboxamide FC1([C@@H]([C@@H](N(C1=O)C=1C=C2C=NN(C2=CC1)C1=CC=C(C=C1)F)C1=CC=CC=C1)C1(CC1)C(=O)N)F